5,5'-oxybis(indoline-2,3-dione) O(C=1C=C2C(C(NC2=CC1)=O)=O)C=1C=C2C(C(NC2=CC1)=O)=O